2,4-dinitrochloropropione [N+](=O)([O-])C(C)C(=O)C(CCl)[N+](=O)[O-]